CN1N=CC2=CC(=CC=C12)C1(C(C=CC=C1)N)N 1-(1-methyl-1H-indazol-5-yl)benzene-1,2-diamine